C(C=1C(O)=CC=CC1)=NNC(=O)N salicylaldehyde semicarbazone